FC1=C(C#N)C=C(C=C1C(F)(F)F)C=O 2-fluoro-3-trifluoromethyl-5-formylbenzonitrile